C(CC(=O)OCC)(=O)O[C@H]1CC(CCC1)(C)C (+)-(1S)-1-[(1R)-3,3-dimethylcyclohexyl] ethyl malonate